N1(NCCCCCC1)C1CCCCCCC1 Diazabi-cyclooctan